Cl.NC1(C2CCC(C1)N2C=2N(C(C1=C(N2)NC=C1C1=C(C2=CN(N=C2C=C1)C)Cl)=O)C)C 2-[(endo)-2-amino-2-methyl-7-azabicyclo[2.2.1]heptan-7-yl]-5-(4-chloro-2-methyl-2H-indazol-5-yl)-3-methyl-3H,4H,7H-pyrrolo[2,3-d]pyrimidin-4-one hydrochloride